[Cl-].O=C1NC(CCC1N1C(C2=CC=CC(=C2C1)SCCCCCCCC[N+]1(CCCCC1)C)=O)=O 1-(8-((2-(2,6-dioxopiperidin-3-yl)-1-oxoisoindolin-4-yl)thio)octyl)-1-methylpiperidin-1-ium chloride